1-(6-chloropyridazin-3-yl)-N,N-dimethyl-azetidin-3-amine ClC1=CC=C(N=N1)N1CC(C1)N(C)C